F[C@H]1COC2(C[NH2+]C2)C1 (7R)-7-fluoro-5-oxa-2-azoniaspiro[3.4]octane